(R)-4-(6-(1,4-dimethyl-1H-pyrazol-5-yl)-2-(6-fluoro-1H-indol-4-yl)pyrido[3,2-d]pyrimidin-4-yl)-3-methylmorpholine CN1N=CC(=C1C=1C=CC=2N=C(N=C(C2N1)N1[C@@H](COCC1)C)C1=C2C=CNC2=CC(=C1)F)C